C(C)(C)(C)OC(=O)N(CCCCOCCOC1=NC2=C(C3=CN=CC=C13)C=CC(=C2)C(=O)OCC=2OC(OC2C)=O)CC2=CC(=C(C(=C2)F)OC(F)(F)F)F (5-methyl-2-oxo-1,3-dioxol-4-yl)methyl 5-(2-(4-((tert-butoxycarbonyl)(3,5-difluoro-4-(trifluoromethoxy)benzyl)amino)butoxy)ethoxy)benzo[c][2,6]naphthyridine-8-carboxylate